3-(2-bromoisobutyrylamino)propyl-(trimethoxy)silane BrC(C(=O)NCCC[Si](OC)(OC)OC)(C)C